((1S,2S,4S)-2-(methoxymethyl)-3-oxoquinuclidin-2-yl)methyl (((1R,2R,4R)-2-(methoxymethyl)-3-oxoquinuclidin-2-yl)methyl)(methyl)carbamate COC[C@]1(N2CCC(C1=O)CC2)CN(C(OC[C@@]2(N1CCC(C2=O)CC1)COC)=O)C